C1(CC1)N(CC(=O)NC1CCC(CC1)C=1C=C2C(=C(NC2=CC1)C=1C=C(C=2N(C1)N=CN2)OC)C(C)C)C 2-(Cyclopropyl(methyl)amino)-N-(4-(3-isopropyl-2-(8-methoxy-[1,2,4]triazolo[1,5-a]pyridin-6-yl)-1H-indol-5-yl)cyclohexyl)acetamid